6,7-dichloro-3-(pyrimidin-5-ylmethyl)-1,3,4,9-tetrahydro-[1,2,6]thiadiazino[4,3-g]indole 2,2-dioxide ClC=1C=2C(=CNC2C2=C(C1)CN(S(N2)(=O)=O)CC=2C=NC=NC2)Cl